COC=1C=CC2=C(N=C(S2)CBr)C1 5-methoxy-2-(bromomethyl)-1,3-benzothiazole